methyl (2S)-2-(benzylamino)-2-phenylacetate C(C1=CC=CC=C1)N[C@H](C(=O)OC)C1=CC=CC=C1